C1(CC1)C1=CC=C(C=C1)C=1C=C(C(=NC1)C(=O)Cl)S(=O)(=O)CC 5-(4-cyclopropylphenyl)-3-(ethanesulfonyl)pyridine-2-carbonyl chloride